BrCCCC 4-bromon-butane